1-(TERT-BUTOXYCARBONYLAMINO)NAPHTHALEN-2-YLBORONIC ACID C(C)(C)(C)OC(=O)NC1=C(C=CC2=CC=CC=C12)B(O)O